FC(C(=O)O)(F)F.CN(C=1SC=C(N1)C1=C2C(=NC=C1)NC=C2)CCC N-Methyl-N-propyl-4-(1H-pyrrolo[2,3-b]pyridin-4-yl)-1,3-thiazol-2-amine, trifluoroacetate Salt